FC1=C(C(=CC=C1)OC)C1=NC=CC2=C1CN(C2=O)C2=NC(=CC=C2)NC(CO)(C)C 4-(2-fluoro-6-methoxyphenyl)-2-(6-((1-hydroxy-2-methylpropan-2-yl)amino)pyridin-2-yl)-2,3-dihydro-1H-pyrrolo[3,4-c]pyridin-1-one